ClC=1C=C2CCN(C2=CC1)C(C)=O 1-(5-chloro-2,3-dihydro-1H-indol-1-yl)ethan-1-one